tert-butyl 2-cyano-2-(2-cyano-4-fluoro-3-iodophenyl)acetate C(#N)C(C(=O)OC(C)(C)C)C1=C(C(=C(C=C1)F)I)C#N